CC=1N=CC(=NC1)C(C)N 1-(5-methylpyrazin-2-yl)ethan-1-amine